O=C1NN=C(C2=CC=CC=C12)C1=CC=C(CC2=C(SC=C2)S(=O)(=O)N)C=C1 (4-(4-oxo-3,4-dihydro-phthalazin-1-yl)benzyl)thiophene-2-sulfonamide